C(C)OC(=O)C1=CN(C(=CC1=O)C1=CC=C(C=C1)Br)C1=CC2=C(N=C(S2)C)C=C1 6-(4-bromophenyl)-1-(2-methylbenzo[d]thiazol-6-yl)-4-oxo-1,4-dihydropyridine-3-carboxylic acid ethyl ester